1,2,5-oxadiazole-3-carboximidamide O1N=C(C=N1)C(N)=N